8-(bicyclo[1.1.1]pentan-1-yl)-2-(methylsulfonyl)pyrido[2,3-d]pyrimidin-7(8H)-one C12(CC(C1)C2)N2C(C=CC1=C2N=C(N=C1)S(=O)(=O)C)=O